1-[4-(dimethylamino)phenyl]-3-phenyl-1,3-propanediol CN(C1=CC=C(C=C1)C(CC(O)C1=CC=CC=C1)O)C